N-[(1R,3S)-3-[[6-chloro-2-(trifluoromethyl)-4-quinolinyl]amino]cyclohexyl]-5-cyano-1H-pyrazole-4-carboxamide ClC=1C=C2C(=CC(=NC2=CC1)C(F)(F)F)N[C@@H]1C[C@@H](CCC1)NC(=O)C=1C=NNC1C#N